dimethylsilylcyclopentadienyl-(4,7-dimethylindenyl)zirconium dichloride [Cl-].[Cl-].C[SiH](C)[Zr+2](C1C=CC2=C(C=CC(=C12)C)C)C1C=CC=C1